CC1=C(CC(NC)C)C=C2C(=C1)OCO2 2,N-dimethyl-4,5-methylenedioxy-amphetamine